ClC1=C(C=C(C(=C1)F)C1=C(C(=C(C(=C1F)F)F)F)F)SC(C(=O)OC)C methyl 2-((4-chloro-2',3',4',5',6,6'-hexafluoro-[1,1'-biphenyl]-3-yl)thio)propanoate